FC1(CC(C1)CNC(=O)C=1C=NN2C1C=C(C=C2)C2=CNC=1N=C(N=CC12)N[C@@H]1CC[C@@H](CC1)OC)F N-((3,3-difluorocyclobutyl)methyl)-5-(2-((cis-4-methoxycyclohexyl)amino)-7H-pyrrolo[2,3-d]pyrimidin-5-yl)pyrazolo[1,5-a]pyridine-3-carboxamide